CC(C[C@@H](B1OCCCN(CCC(O1)=O)C)NC([C@H](CC1=CC=CC=C1)NC(=O)C1=NC=CN=C1)=O)C N-((S)-1-(((R)-3-methyl-1-(7-methyl-4-oxo-1,3,7,2-dioxazaborecan-2-yl)butyl)amino)-1-oxo-3-phenylpropan-2-yl)pyrazine-2-carboxamide